3-(3-(cyclopropylmethyl)-7-((1-methylpiperidin-4-yl)amino)-1-oxidobenzo[b]thiophen-2-yl)prop-2-yn C1(CC1)CC=1C2=C(S(C1C#CC)=O)C(=CC=C2)NC2CCN(CC2)C